CC1(CC[C@@H](CN1)NC1=NC=C(C(=N1)C1=CNC=2C(N(CCCC21)C(C)C)=O)C(F)(F)F)C 3-(2-{[(3S)-6,6-dimethylpiperidin-3-yl]amino}-5-(trifluoromethyl)pyrimidin-4-yl)-7-(propan-2-yl)-1H,4H,5H,6H,7H,8H-pyrrolo[2,3-c]azepin-8-one